BrC=1C=C(C=CC1)CC(C(=O)O)N(C)C(=O)OCC1C2=CC=CC=C2C=2C=CC=CC12 3-(3-bromophenyl)-2-[9H-fluoren-9-ylmethoxycarbonyl(methyl)amino]propanoic acid